CN1N=CC(=C1C1=CC=C(OCC2=NC3=CC=CC=C3C=C2)C=C1)C1=CN=NC=C1 2-[4-(2-methyl-4-pyridazin-4-yl-2H-pyrazol-3-yl)-phenoxymethyl]-quinoline